(2-(7H-dibenzocarbazol-7-yl)ethyl)phosphoric acid C1=CC=CC=2C1=C1C=3C=CC=CC3N=C1C=1C2C=CC(C1)CCOP(O)(O)=O